(R)-N-((R)-1-(2-(2-fluorophenyl)-3,6-dimethyl-4-oxo-3,4-dihydroquinazolin-8-yl)ethyl)-2-methylpropane-2-sulfinamide FC1=C(C=CC=C1)C1=NC2=C(C=C(C=C2C(N1C)=O)C)[C@@H](C)N[S@](=O)C(C)(C)C